2-[3-(3,5-dimethylisoxazol-4-yl)pyrazolo[1,5-a]pyridin-5-yl]-4-(trifluoromethyl)oxazole-5-carboxylic acid CC1=NOC(=C1C=1C=NN2C1C=C(C=C2)C=2OC(=C(N2)C(F)(F)F)C(=O)O)C